BrC=1C(=NNC1)C(=O)O 4-bromo-1H-pyrazole-3-carboxylic acid